C(C(C(=O)N)C)([2H])([2H])[2H] 2-(methyl-d3)Propionamide